behenyl palmitate behenyl-stearate C(CCCCCCCCCCCCCCCCCCCCC)OC(CCCCCCCCCCCCCCCCC)=O.C(CCCCCCCCCCCCCCC)(=O)OCCCCCCCCCCCCCCCCCCCCCC